C1(CC1)S(=O)(=O)NC=1SC=C(N1)C(C(=O)NC1=CC=C(C=N1)C=1C=NC=C(C1)OC(F)F)(C)C 2-(2-(cyclopropanesulfonamido)thiazol-4-yl)-N-(5'-(difluoromethoxy)-[3,3'-bipyridin]-6-yl)-2-methylpropanamide